2,2'-[iminobis(methylene)]bis[6-fluoro-3,4-dihydro-2H-1-benzopyran-2-methanol] N(CC1(OC2=C(CC1)C=C(C=C2)F)CO)CC2(OC1=C(CC2)C=C(C=C1)F)CO